C(C)(C)(C)OC(=O)N1CCC2(CC1)C(C1=CC=CC(=C1C2)OC)=NS(=O)C(C)(C)C 1-((tert-butylsulfinyl)imino)-4-methoxy-1,3-dihydrospiro[indene-2,4'-piperidine]-1'-carboxylic acid tert-butyl ester